O1CCC(CC1)CS(=O)(=O)NC1=CNC2=CC=C(C=C12)CCOC1=CC=C(C=C1)C(F)(F)F 1-(tetrahydro-2H-pyran-4-yl)-N-(5-(2-(4-(trifluoromethyl)phenoxy)ethyl)-1H-indol-3-yl)methanesulfonamide